hexyldecanol phosphate arginine salt N[C@@H](CCCNC(N)=N)C(=O)O.P(=O)(O)(O)OC(CCCCCCCCC)CCCCCC